NC=1N=C(C=C2C=C(N=CC12)NC(CCC(=O)N)=O)C=1C=NC=CC1CC N'-[8-amino-6-(4-ethyl-3-pyridyl)-2,7-naphthyridin-3-yl]Butanediamide